2-methoxy-5-((4-methoxybenzyl)thio)nicotinonitrile COC1=C(C#N)C=C(C=N1)SCC1=CC=C(C=C1)OC